Ethyl 2-((5-bromo-2-methylphenyl)(methyl)amino)thiazole-4-carboxylate BrC=1C=CC(=C(C1)N(C=1SC=C(N1)C(=O)OCC)C)C